CC1=CC=C(C=C1)S(=O)(=O)OCCCF 3-fluoropropyl 4-methylbenzenesulfonate